ClC1=C(C=C(CN2C(C(N(CC2=O)C2=NC=C(C=C2C)Cl)=O)C2COC2)C=C1)F 4-(4-chloro-3-fluoro-benzyl)-1-(5-chloro-3-methylpyridin-2-yl)-3-(oxetan-3-yl)-piperazine-2,5-dione